2-methyl-2H-indazole-5-Boronic acid CN1N=C2C=CC(=CC2=C1)B(O)O